O1CC(CC1)NC=1C=2CNCC2C=CC1 N-(tetrahydrofuran-3-yl)isoindolin-4-amine